trans-5-cyclohexylpiperidine C1(CCCCC1)C1CCCNC1